tetracarboxyl-vanadium C(=O)(O)[V](C(=O)O)(C(=O)O)C(=O)O